S(N)(=O)(=O)NC1=NN2C(N=CC=C2)=C1C(=O)N 2-(sulfamoylamino)pyrazolo[1,5-a]pyrimidine-3-carboxamide